C1CC12CN(CC2)C(C)C2=CC(=NC(=C2)C2CC2)C(=O)NC2=CC(=CC=C2)C2(COC2)[C@H](C2=NN=CN2C)F 4-(1-(5-azaspiro[2.4]heptan-5-yl)ethyl)-6-cyclopropyl-N-(3-(3-((R)-fluoro(4-methyl-4H-1,2,4-triazol-3-yl)methyl)oxetan-3-yl)phenyl)picolinamide